2-((2-((2-(3-(2-((2-aminoethyl)(2-((cyanomethyl)amino)eth-yl)amino)ethyl)-2-oxoimidazolidin-1-yl)ethyl)amino)ethyl)amino)acetonitrile NCCN(CCN1C(N(CC1)CCNCCNCC#N)=O)CCNCC#N